CN(C)CC1=C(C(=CC(=C1)CN(C)C)CN(C)C)O 2,4,6-Tris-(dimethylamino-methyl)phenol